NC1=NC=C(C=N1)C(=O)NC1=NC=2C(=C(C=CC2C=2N1CCN2)OCCN2CCNCC2)OC 2-amino-N-(7-methoxy-8-(2-(piperazin-1-yl)ethoxy)-2,3-dihydroimidazo[1,2-c]quinazolin-5-yl)pyrimidine-5-carboxamide